C(C)OC(/C(=N/OC)/C1=C(C=CC=C1)C)=O (E)-alpha-methoxyimino-2-tolylacetic acid ethyl ester